butyl 4-(2-(3-(3-(1-(2-chloro-5-fluorophenyl)cyclopropyl)-1,2,4-oxadiazol-5-yl)-5-(trifluoromethyl)-1H-pyrazol-1-yl)acetyl)piperazine-1-carboxylate ClC1=C(C=C(C=C1)F)C1(CC1)C1=NOC(=N1)C1=NN(C(=C1)C(F)(F)F)CC(=O)N1CCN(CC1)C(=O)OCCCC